N5-(4-(2-(dimethylamino)ethoxy)phenethyl)-2-(furan-2-yl)-[1,2,4]triazolo[1,5-a][1,3,5]triazine-5,7-diamine CN(CCOC1=CC=C(CCNC2=NC=3N(C(=N2)N)N=C(N3)C=3OC=CC3)C=C1)C